C1(=CC=CC=C1)P(OC)(OC1=C(C(=CC(=C1)CCCCC)OP(OC)(=O)C1=CC=CC=C1)C1=CC(=CC=C1)C)=O dimethyl (3'-methyl-4-pentyl-[1,1'-biphenyl]-2,6-diyl) bis(phenylphosphonate)